OC1CCC(CC1)O 3,6-dihydroxyl-cyclohexane